FC1(CC(CNC1)NC1=CC=C(N=N1)C1=C(C=C(C=C1C)C(F)(F)F)O)F 2-(6-((5,5-difluoropiperidin-3-yl)amino)pyridazin-3-yl)-3-methyl-5-(trifluoromethyl)phenol